C1(=CC=CC=C1)C1(C2=CC=CC=C2N(C=2C=CC=CC12)C1=CC=C(NC2=CC=CC=C2)C=C1)C1=CC=CC=C1 4-(9,9-diphenylacridin-10(9H)-yl)-N-phenylaniline